FC1=CC=C(C=C1)C1=CC(=C(C(N1)=O)CNC(C=C)=O)C1=NN(C=C1)C N-((6-(4-fluorophenyl)-4-(1-methyl-1H-pyrazol-3-yl)-2-oxo-1,2-dihydropyridin-3-yl)methyl)acrylamide